FC1(CC(C1)NC(C)C=1C=CC(=NC1)NC1=NC=NC(=C1)NC1=NC=CC=C1S(=O)(=O)C)F N4-(5-(1-(3,3-difluorocyclobutylamino)ethyl)pyridin-2-yl)-N6-(3-(methylsulfonyl)pyridin-2-yl)pyrimidine-4,6-diamine